bis(isocyanatomethyl)-tricyclo[5.2.1.02,6]-decane N(=C=O)CC12C3(CCC(C2CCC1)C3)CN=C=O